C(C)(C)(C)OC(=O)N1CC(CC1)N1C=C(C2=C1N=CN=C2N)I 3-(4-amino-5-iodo-7H-pyrrolo[2,3-d]pyrimidin-7-yl)pyrrolidine-1-carboxylic acid tert-butyl ester